(5S)-N-(cyclopropylmethyl)-5-[3-[(2,5-dimethylpyrazol-3-yl)amino]-1,2,4-triazol-4-yl]-2-[[(2S*)-spiro[2.2]pentane-2-carbonyl]amino]-4,5,6,7-tetrahydrobenzothiophene-3-carboxamide C1(CC1)CNC(=O)C1=C(SC2=C1C[C@H](CC2)N2C(=NN=C2)NC=2N(N=C(C2)C)C)NC(=O)[C@H]2CC21CC1 |o1:32|